tert-butyl 4-amino-4-methylpentanoate hydrochloride Cl.NC(CCC(=O)OC(C)(C)C)(C)C